1-((1R,2R)-6,7-difluoro-2-hydroxy-4,4-dimethyl-1,2,3,4-tetrahydronaphthalen-1-yl)-3-(6-(2-(2-hydroxypropan-2-yl)pyrimidin-5-yl)-5-methyl-2-phenylpyridin-3-yl)urea FC=1C=C2C(C[C@H]([C@@H](C2=CC1F)NC(=O)NC=1C(=NC(=C(C1)C)C=1C=NC(=NC1)C(C)(C)O)C1=CC=CC=C1)O)(C)C